The molecule is a monoterpenoid, the main component of citronella oil which gives it its distinctive lemon aroma. It has a role as a metabolite and an antifungal agent. It is a monoterpenoid and an aldehyde. CC(CCC=C(C)C)CC=O